benzyl 7-((4-phenoxybenzoyl)-glycyl)-7-azabicyclo[2.2.1]heptane-1-carboxylate O(C1=CC=CC=C1)C1=CC=C(C(=O)NCC(=O)N2C3(CCC2CC3)C(=O)OCC3=CC=CC=C3)C=C1